tert-butyl 1-(4-nitrophenyl)-6,7-dihydro-1H-pyrazolo[4,3-c]pyridine-5(4H)-carboxylate [N+](=O)([O-])C1=CC=C(C=C1)N1N=CC=2CN(CCC21)C(=O)OC(C)(C)C